COC=1C=C(C=CC1)C(C)(C)NC(C)=O N-[2-(3-methoxyphenyl)propan-2-yl]acetamide